CN1C(=CC2=CC=CC=C12)C(=O)O 1-Methylindole-2-carboxylic acid